3-[4-fluoro-2'-hydroxy-6'-methyl-4',5-bis(trifluoromethyl)-[1,1'-biphenyl]-3-yl]propanoate FC1=C(C=C(C=C1C(F)(F)F)C1=C(C=C(C=C1C)C(F)(F)F)O)CCC(=O)[O-]